FC(OC1(CCC1)OCC(=O)NC12CC(C1)(C2)NC(OC(C)(C)C)=O)(F)F tert-butyl (3-(2-(3-cis-(trifluoromethoxy)cyclobutoxy)acetamido)bicyclo[1.1.1]pentan-1-yl)carbamate